((R)-3-(2,3,4-trifluorophenyl)morpholino)benzamide FC1=C(C=CC(=C1F)F)[C@@H]1COCCN1C1=C(C(=O)N)C=CC=C1